ClN1C(=O)NC=2NC(=O)NC2C1=O chlorouric acid